C(C)C=1N=C(C(=C(C(=O)O)C1Br)C(OC)OC)Cl ethyl-5-bromo-2-chloro-3-(dimethoxymethyl)isonicotinic acid